5-(3-((tert-butyldimethylsilyl)oxy)piperidin-1-yl)-2-morpholinothiazolo[4,5-b]pyridin-6-amine [Si](C)(C)(C(C)(C)C)OC1CN(CCC1)C1=C(C=C2C(=N1)N=C(S2)N2CCOCC2)N